SC=1C=C(C=CC1)C(C(=O)OC(CCC)OC(C(CS)C1=CC(=CC=C1)S)=O)CS butanediol bis(3-mercaptophenyl-3-mercaptopropionate)